C(C1=CC=CC=C1)(=O)C([C@@](C(=O)O)(O)C(C1=CC=CC=C1)=O)(O)C(=O)O R-dibenzoyltartaric acid